copper-iron sulphide [Fe]=S.[Cu]